N1CC(CC1)CNC1=NC=CC=N1 N-(Pyrrolidin-3-ylmethyl)pyrimidin-2-amine